FC1=CC=CC=2C=3N(C(=NC12)NC=1C(N=CC=NC1)=O)N=C(N3)C3=CC=C(C=C3)OC (6R)-6-{[7-fluoro-2-(4-methoxyphenyl)[1,2,4]triazolo[1,5-c]quinazolin-5-yl]amino}-1,4-diazepin-5-one